N-[(6-Amino-2-pyridyl)sulfonyl]-6-(3-fluoro-5-isobutoxyphenyl)-2-(4-isopropyl-2,2-dimethyl-pyrrolidin-1-yl)pyridin-3-carboxamid NC1=CC=CC(=N1)S(=O)(=O)NC(=O)C=1C(=NC(=CC1)C1=CC(=CC(=C1)OCC(C)C)F)N1C(CC(C1)C(C)C)(C)C